N[C@@H]1[C@@H](CC2=C(C(=CC=C12)Br)F)O (1S,2R)-1-amino-5-bromo-4-fluoro-2,3-dihydro-1H-inden-2-ol